4-[(1S,4S,5R)-5-{[3-(2-chloro-6-methylphenyl)-5-cyclopropyl-1,2-oxazol-4-yl]methoxy}-2-azabicyclo[2.2.1]heptan-2-yl]-2-fluorobenzoic acid ClC1=C(C(=CC=C1)C)C1=NOC(=C1CO[C@H]1[C@@H]2CN([C@H](C1)C2)C2=CC(=C(C(=O)O)C=C2)F)C2CC2